1-(4-{3-[4-(propan-2-yloxy)phenyl]imidazo[1,2-a]pyridin-6-yl}phenyl)cyclopropan-1-ol CC(C)OC1=CC=C(C=C1)C1=CN=C2N1C=C(C=C2)C2=CC=C(C=C2)C2(CC2)O